4-(4-(cyclopropanesulfonylamino)pyrimidin-2-yl)-N-(5-(6-ethoxypyrazin-2-yl)pyridin-2-yl)-1-(methylsulfonyl)piperidine-4-carboxamide C1(CC1)S(=O)(=O)NC1=NC(=NC=C1)C1(CCN(CC1)S(=O)(=O)C)C(=O)NC1=NC=C(C=C1)C1=NC(=CN=C1)OCC